C1(CCCCC1)NC(CN1N=C(C=CC1=O)C=1SC(=CC1)C)=O N-cyclohexyl-2-(3-(5-methylthiophen-2-yl)-6-oxopyridazin-1(6H)-yl)acetamide